pyrazin-6-amine N1=CC=NC=C1N